4-amino-1-(2-methoxy-4-(methoxycarbonyl)benzyl)-1H-pyrazole-5-carboxylic acid ethyl ester C(C)OC(=O)C1=C(C=NN1CC1=C(C=C(C=C1)C(=O)OC)OC)N